(S)-N-(5,6-dichloro-8-(cyanomethoxy)-9-(1H-pyrazol-4-yl)-2,3-dihydro-1H-pyrrolo[1,2-a]indol-2-yl)acetamide ClC1=C(C=C(C=2C(=C3N(C12)C[C@H](C3)NC(C)=O)C=3C=NNC3)OCC#N)Cl